(R)-1-(3-(3-(4-(4-(methylsulfonyl)piperazin-1-yl)phenyl)-1H-pyrazolo[4,3-c]pyridin-1-yl)piperidin-1-yl)prop-2-en-1-one CS(=O)(=O)N1CCN(CC1)C1=CC=C(C=C1)C1=NN(C2=C1C=NC=C2)[C@H]2CN(CCC2)C(C=C)=O